3,4,4-trifluorobut-3-en-1-yl 2-(3,5-dimethyl-1H-pyrazol-1-yl)propanoate CC1=NN(C(=C1)C)C(C(=O)OCCC(=C(F)F)F)C